NC1=C(N=CC(=N1)N1CCC2(CC1)[C@@H](C1=CC(=CC=C1C2)N2CCCC2)N)SC2=C(C(=NC=C2)N)Cl (S)-1'-(6-amino-5-((2-amino-3-chloropyridin-4-yl)thio)pyrazin-2-yl)-6-(pyrrolidin-1-yl)-1,3-dihydrospiro[indene-2,4'-piperidin]-1-amine